2-methyl-1,4-di-n-butoxynaphthalene CC1=C(C2=CC=CC=C2C(=C1)OCCCC)OCCCC